Diazolidinyl-Urea N1(NCCC1)NC(=O)N